(Diphenylphosphino)-2-norbornene C1(=CC=CC=C1)P(C1=CC=CC=C1)C12C=CC(CC1)C2